1-methyl-3-propyl ether CCCCOCCCC